P[O-].P[O-].[Ir+2] Iridium Bis(phosphinite)